C(C1=CC=CC=C1)N1N=C(C=C1)C=1C=C(C=CC1NCCS(=O)(=O)NC)C1=CC=CC=C1 2-((3-(1-benzyl-1H-pyrazol-3-yl)-[1,1'-biphenyl]-4-yl)amino)-N-methylethane-1-sulfonamide